[8-ethyl-7-fluoro-3-(methoxymethoxy)-1-naphthyl]-4,4,5,5-tetramethyl-1,3,2-dioxaborolane C(C)C=1C(=CC=C2C=C(C=C(C12)B1OC(C(O1)(C)C)(C)C)OCOC)F